CC1=CC=CC(=N1)C1=NNC=C1C=1N=C2C(=CC=NC2=CC1)NC(CCCN1CCOCC1)=O N-[6-[3-(6-methyl-2-pyridyl)-1H-pyrazol-4-yl]-1,5-naphthyridin-4-yl]-4-morpholino-butanamide